(3aR,10aS)-N-(3,4-Difluorophenyl)-7-methyl-2,3,3a,4,10,10a-hexahydro-1H,7H-dipyrrolo[3,4-b:3',2'-f][1,4,5]oxathiazocin-8-carboxamid-5,5-dioxid FC=1C=C(C=CC1F)NC(=O)C=1N(C=C2C1OC[C@@H]1[C@H](NS2(=O)=O)CCN1)C